2-(6,7-dihydro-5H-pyrrolo[1,2-c]imidazol-1-yl)-2-[4-fluoro-6-(6-piperazin-1-yl-3-pyridinyl)indazol-2-yl]-N-thiazol-2-yl-acetamide C1(=C2N(C=N1)CCC2)C(C(=O)NC=2SC=CN2)N2N=C1C=C(C=C(C1=C2)F)C=2C=NC(=CC2)N2CCNCC2